5-amino-8-[(cis)-2,6-dimethyl-3,6-dihydro-2H-pyran-4-yl]-7-phenyl-2-(3,3,3-trifluoropropyl)-[1,2,4]triazolo[4,3-c]pyrimidin-3-one NC1=NC(=C(C=2N1C(N(N2)CCC(F)(F)F)=O)C=2C[C@@H](O[C@@H](C2)C)C)C2=CC=CC=C2